NC1=C(SC2=NC(=CC=C21)[C@@H](C)O)C(=O)NCCC2=CC=C(C=C2)N2CCN(CC2)C(=O)OC(C)(C)C tert-butyl (R)-4-(4-(2-(3-amino-6-(1-hydroxyethyl)thieno[2,3-b]pyridine-2-carboxamido)ethyl)phenyl)piperazine-1-carboxylate